C(C)C1(C(N[C@H](C1)CCN1CCN(CC1)C1=NC=CC=C1)=O)CC (R)-3,3-diethyl-5-(2-(4-(pyridin-2-yl)piperazin-1-yl)ethyl)pyrrolidin-2-one